ClCC(COC1=C(C=C(C=C1)C(C)(C)C1=CC=C(C=C1)OCC(CN1C=NC=C1)O)I)O 1-chloro-3-(4-(2-(4-(2-hydroxy-3-(1H-imidazol-1-yl)propoxy)phenyl)propan-2-yl)-2-iodophenoxy)propan-2-ol